C(#N)CN1N=C(C(=C1)C1=CN=C2N1C=CN=C2NC2=CC(=C(C(=O)NCC(N1CCNCC1)=O)C=C2)C)C(F)(F)F 4-[[3-[1-(cyanomethyl)-3-(trifluoromethyl)pyrazol-4-yl]imidazo[1,2-a]pyrazin-8-yl]amino]-2-methyl-N-(2-oxo-2-piperazin-1-yl-ethyl)benzamide